C1(CCCC1)N\C=C/1\C(OC2=CC=CC=C2C1=O)C1=C(C=C(C(=C1)OC)OC)O (Z)-3-((cyclopentylamino)methylene)-2-(2-hydroxy-4,5-dimethoxyphenyl)chroman-4-one